N-(1-(azetidin-1-ylmethyl)cyclopropyl)-2-(2-chlorophenyl)-2-fluoropropanamide N1(CCC1)CC1(CC1)NC(C(C)(F)C1=C(C=CC=C1)Cl)=O